2-[4-[4-[(tert-butoxycarbonylamino)methyl]-3-methyl-phenyl]pyrrolo[2,1-f][1,2,4]triazin-6-yl]ethyl methanesulfonate CS(=O)(=O)OCCC=1C=C2C(=NC=NN2C1)C1=CC(=C(C=C1)CNC(=O)OC(C)(C)C)C